O[C@H]1[C@@H](O)[C@@H](O)[C@H](O)[C@H](O1)C(=O)O Beta-D-mannuronic acid